ethyl 4-(2-bromo-4-fluorophenyl)-6-((4-(tert-butoxycarbonyl) piperazin-1-yl) methyl)-2-(thiazol-2-yl)-1,4-dihydropyrimidine-5-carboxylate BrC1=C(C=CC(=C1)F)C1N=C(NC(=C1C(=O)OCC)CN1CCN(CC1)C(=O)OC(C)(C)C)C=1SC=CN1